2-Fluoro-6-hydroxybenzaldehyde FC1=C(C=O)C(=CC=C1)O